(6-((4-(pyridin-2-yl)thiazol-2-yl)amino)pyridin-3-yl)piperidine-3-carboxylic acid N1=C(C=CC=C1)C=1N=C(SC1)NC1=CC=C(C=N1)N1CC(CCC1)C(=O)O